5-(hydroxymethyl)-1H-pyrrole-2-formaldehyde OCC1=CC=C(N1)C=O